1-(2,2-difluoroethyl)-6-(1-ethyl-2-(2-(trifluoromethyl)pyrimidin-5-yl)-2,6-diazaspiro[3.4]octan-6-yl)-1H-pyrazolo[3,4-b]pyrazine FC(CN1N=CC=2C1=NC(=CN2)N2CC1(CN(C1CC)C=1C=NC(=NC1)C(F)(F)F)CC2)F